N1CC(C1)N1N=CC(=C1)C1=NC(=NC=2C(CCCC12)(F)F)N1[C@H](CC1)C (S)-4-(1-(azetidin-3-yl)-1H-pyrazol-4-yl)-8,8-difluoro-2-(2-methylazetidin-1-yl)-5,6,7,8-tetrahydroquinazoline